CN(C)CCCNCCCN(C)C bis[3-(N,N-dimethylamino)propyl]amine